CON(C(=O)[C@H]1N([C@@H](CC1)CCC)C(=O)OCC1=CC=CC=C1)C benzyl (2S,5R)-2-(methoxy(methyl)-carbamoyl)-5-propylpyrrolidine-1-carboxylate